tert-butyl 6-amino-3-(3-amino-2,5-difluorophenoxy)-2-methylbenzoate NC1=CC=C(C(=C1C(=O)OC(C)(C)C)C)OC1=C(C(=CC(=C1)F)N)F